(S)-6-((4-((1-cyclopropyl-2-hydroxyethyl)amino)-5-(5-methyl-1,3,4-oxadiazol-2-yl)pyrimidin-2-yl)amino)-3,4-dihydroisoquinolin C1(CC1)[C@@H](CO)NC1=NC(=NC=C1C=1OC(=NN1)C)NC=1C=C2CCN=CC2=CC1